FC=1C=2N(C=C(C1)C1=CNC=3N=C(N=CC31)NCC3(CC3)C(F)(F)F)C(=CN2)CO (8-fluoro-6-(2-(((1-(trifluoromethyl)cyclopropyl)methyl)amino)-7H-pyrrolo[2,3-d]pyrimidin-5-yl)imidazo[1,2-a]pyridin-3-yl)methanol